tetramethoxy-3'-hydroxystilbene COC=1C(=C(C(=C(C1)C=CC1=CC(=CC=C1)O)OC)OC)OC